4-Methyl-4'-(3-(4-methylpiperazin-1-yl)propyl)-N-propyl-[1,1'-biphenyl]-3-amine CC1=C(C=C(C=C1)C1=CC=C(C=C1)CCCN1CCN(CC1)C)NCCC